C1(CCCC1)N1N=C(C=C1C1=C(C=CC=C1OC)OC)C(=O)N[C@H](CC(=O)OC1CCC1)CCN1CCCCC1 cyclobutyl (3S)-3-{[1-cyclopentyl-5-(2,6-dimethoxyphenyl)-1H-pyrazol-3-yl]formamido}-5-(piperidin-1-yl)pentanoate